(2,2-bipyrimidine) ruthenium dichloride [Ru](Cl)Cl.N1=C(N=CC=C1)C1=NC=CC=N1